benzyl (2R,3S)-3-((tertbutoxycarbonyl)amino)-2-(((4-(4,4,5,5-tetramethyl-1,3,2-dioxaborolan-2-yl)cyclohex-3-en-1-yl)oxy)methyl)piperidine-1-carboxylate C(C)(C)(C)OC(=O)N[C@@H]1[C@@H](N(CCC1)C(=O)OCC1=CC=CC=C1)COC1CC=C(CC1)B1OC(C(O1)(C)C)(C)C